N1N=CC2=CC=C(C=C12)/C=C/C(=O)N[C@H]1[C@@H](CC2=CC=CC=C12)C (E)-3-(1H-indazol-6-yl)-N-((1S,2R)-2-methyl-2,3-dihydro-1H-inden-1-yl)acrylamide